monoazacyclohexane N1CCCCC1